ethyl (±)-2-[4-(3-carbamoyltetrahydrofuran-3-yl)phenyl]-3-methyl-butanoate C(N)(=O)C1(COCC1)C1=CC=C(C=C1)C(C(=O)OCC)C(C)C